(S)-methyl 3-chloro-5-(4-((2-chloro-6-fluorophenyl)carbamoyl)-2-fluoro-5-((1,1,1-trifluoropropan-2-yl)oxy)phenyl)pyrazine-2-carboxylate ClC=1C(=NC=C(N1)C1=C(C=C(C(=C1)O[C@H](C(F)(F)F)C)C(NC1=C(C=CC=C1F)Cl)=O)F)C(=O)OC